C(C1=CC=CC=C1)C1=NC2=C(N1)C=CC(=C2)C(=O)NCC2CCCC2 2-benzyl-N-(cyclopentylmethyl)-1H-benzoimidazole-5-carboxamide